2-aminopyrimidine NC1=NC=CC=N1